OC(COC1=CC=C(C=C1)N1C(C2=CN(C(C(=C2C1)C1=C(C=CC=C1)OCC(F)(F)F)=O)C(C)C)=O)(C)C 2-[4-(2-hydroxy-2-methylpropoxy)phenyl]-5-(propan-2-yl)-7-[2-(2,2,2-trifluoroethoxy)phenyl]-1H-pyrrolo[3,4-c]pyridine-3,6(2H,5H)-dione